3-[6-[1-[[(4R)-3,3-difluoro-4-piperidyl]methyl]-4-piperidyl]-1-methyl-indazol-3-yl]piperidine-2,6-dione FC1(CNCC[C@@H]1CN1CCC(CC1)C1=CC=C2C(=NN(C2=C1)C)C1C(NC(CC1)=O)=O)F